COC([C@@H](NC(C1=CN=CC=C1)=O)CS)=O N-nicotinoylcysteine methyl ester